NC=1N=C(C2=C(C=NN(C2=O)CC2=C(C=C(C=C2)OCCNC)OC)N1)N[C@H](C)CCC (R)-2-amino-6-(2-methoxy-4-(2-(methylamino)ethoxy)benzyl)-4-(pentan-2-ylamino)pyrimido[4,5-d]pyridazin-5(6H)-one